Cl.C(C)(N)([2H])[2H] ethan-1,1-d2-1-amine HCl salt